5-(1-(1-(3-(difluoro-methyl)phenyl)ethyl)-1H-pyrazol-4-yl)-1,3-dimethylpyridin-2(1H)-one FC(C=1C=C(C=CC1)C(C)N1N=CC(=C1)C=1C=C(C(N(C1)C)=O)C)F